6-octanesulfonyl chloride CCCCCC(CC)S(=O)(=O)Cl